CCCC=CCC(C)S(=O)(=O)N oct-4-ene-7-sulfonamide